N1CC(C1)CC=1N=C2C=CC(C(C23C1C=CC=C3)C3C(NC(CC3)=O)=O)=O 3-(6-(azetidin-3-ylmethyl)-2-oxobenzo[c]indol-1(2H)-yl)piperidine-2,6-dione